2-((2-bromophenyl)((4-ethylphenyl)amino)methyl)cyclohexane-1-one BrC1=C(C=CC=C1)C(C1C(CCCC1)=O)NC1=CC=C(C=C1)CC